2-[[(5S)-3-(2,6-difluorophenyl)-5-methyl-14-oxa-9-thia-4,7-diazatricyclo[8.5.0.02,8]pentadec-1(10),2(8),3-trien-6-ylidene]amino]propan-1-ol FC1=C(C(=CC=C1)F)C=1C=2C=3COCCCC3SC2NC([C@@H](N1)C)=NC(CO)C